F[C@](C=1C=C(C=CC1)N1C(C2=CC(=CC(=C2C1)C(F)(F)F)CNC1(CCC1)C)=O)(C1=CC=CC=C1)C1=NN=CN1C (S)-2-(3-(fluoro(4-methyl-4H-1,2,4-triazol-3-yl)(phenyl)methyl)phenyl)-6-(((1-methylcyclobutyl)amino)methyl)-4-(trifluoromethyl)isoindolin-1-one